methyl 2-(4-phenyltetrahydro-2H-pyran-4-yl)acetate C1(=CC=CC=C1)C1(CCOCC1)CC(=O)OC